(S)-4-((3-(ethoxymethyl)-3-(2-(thiophen-3-yl)ethyl)pyrrolidin-1-yl)methyl)-1-methyl-1H-pyrazole HCl Cl.C(C)OC[C@@]1(CN(CC1)CC=1C=NN(C1)C)CCC1=CSC=C1